CC=1C(=C(C=C(C1)O)O)[C@@H]1C=C(CC[C@H]1C(=C)C)C 5-methyl-4-[(1R,6R)-3-methyl-6-prop-1-en-2-ylcyclohex-2-en-1-yl]benzene-1,3-diol